N1C=CC=CC1 1,6-dihydropyridine